[Cl-].[Cl-].C[SiH](C)[Zr+2](C1C(=CC2=CC=CC=C12)C(C)C)C1C(=CC2=CC=CC=C12)C(C)C dimethylsilyl-bis(2-isopropylindenyl)zirconium dichloride